rel-tert-butyl-(R)-3-(4-((3-methyl-4-((1-methyl-1H-benzo[d]imidazol-5-yl)oxy)phenyl)amino)pyrido[3,2-d]pyrimidin-6-yl)azepane-1-carboxylate C(C)(C)(C)OC(=O)N1C[C@@H](CCCC1)C=1C=CC=2N=CN=C(C2N1)NC1=CC(=C(C=C1)OC1=CC2=C(N(C=N2)C)C=C1)C |o1:9|